4-[4-[4-fluoro-3-(trifluoromethoxy)phenoxy]phenyl]-3-methyl-1H-1,2,4-triazol-5-one FC1=C(C=C(OC2=CC=C(C=C2)N2C(=NNC2=O)C)C=C1)OC(F)(F)F